ClC=1C=C(C=CC1C)NC(=O)NC1=CC(=C(C=C1)C)Cl 1,3-bis(3-chloro-4-methylphenyl)urea